N-[trans-4-(4-{imidazo[1,2-a]pyridin-6-yl}benzenesulfonyl)cyclohexyl]-5-(trifluoromethoxy)pyridin-2-amine N=1C=CN2C1C=CC(=C2)C2=CC=C(C=C2)S(=O)(=O)[C@@H]2CC[C@H](CC2)NC2=NC=C(C=C2)OC(F)(F)F